24-[hydroxy(2-methylphenyl)methyl]-5α-cholan-3β,4β-diol OC(CCC[C@@H](C)[C@H]1CC[C@H]2[C@@H]3CC[C@H]4[C@H]([C@H](CC[C@]4(C)[C@H]3CC[C@]12C)O)O)C1=C(C=CC=C1)C